N-[(3S)-2-oxo-5-phenyl-1,3-dihydro-1,4-benzodiazepin-3-yl]-2-[6-(propan-2-yl-amino)pyridin-3-yl]-pyrazolo[1,5-a]pyrimidine-3-carboxamide O=C1NC2=C(C(=N[C@@H]1NC(=O)C=1C(=NN3C1N=CC=C3)C=3C=NC(=CC3)NC(C)C)C3=CC=CC=C3)C=CC=C2